4-(4-fluorophenyl-imino)cresol FC1=CC=C(C=C1)N=C1CC(=C(C=C1)O)C